6-(7,8-dihydro-5H-1,6-naphthyridin-6-yl)-5-methyl-N-tetrahydropyran-4-yl-pyridine N1=CC=CC=2CN(CCC12)C1=C(C=CCN1C1CCOCC1)C